3-[[4-(3,4-difluorophenyl)-8-hydroxy-3-tetrahydropyran-4-yl-1-isoquinolyl]oxy]cyclobutanecarboxylic acid FC=1C=C(C=CC1F)C1=C(N=C(C2=C(C=CC=C12)O)OC1CC(C1)C(=O)O)C1CCOCC1